tert-butyl 4-(2-(5-(methoxycarbonyl)-1H-pyrazol-1-yl)ethyl)piperazine-1-carboxylate COC(=O)C1=CC=NN1CCN1CCN(CC1)C(=O)OC(C)(C)C